(S)-1'-(8-(quinolin-4-ylthio)imidazo[1,2-c]pyrimidin-5-yl)-1,3-dihydrospiro[indene-2,4'-piperidin]-1-amine N1=CC=C(C2=CC=CC=C12)SC=1C=2N(C(=NC1)N1CCC3(CC1)[C@@H](C1=CC=CC=C1C3)N)C=CN2